6-((1-(((1r,3r)-3-hydroxycyclobutyl)sulfonyl)cyclopropyl)methyl)-1-methyl-7-oxo-4,5,6,7-tetrahydro-1H-pyrazolo[3,4-c]pyridine-3-carboxamide OC1CC(C1)S(=O)(=O)C1(CC1)CN1C(C2=C(CC1)C(=NN2C)C(=O)N)=O